C[C@H]1CN(C[C@H](N1)C)C1=CC(=CC(=N1)C=1C=NN2C1C=CC=C2)F 3-(6-((3S,5R)-3,5-dimethylpiperazin-1-yl)-4-fluoropyridin-2-yl)pyrazolo[1,5-a]pyridine